COCCN1CCC(CC1)C(=O)O 1-(2-methoxyethyl)piperidine-4-carboxylic acid